methyl-tetrahydroindene CC1CCC2CC=CC=C12